2-(6-Azaspiro[2.5]octan-6-yl)-6-(3-fluoro-5-isobutoxyphenyl)-N-(1H-pyrazol-5-ylsulfonyl)pyridin-3-carboxamid C1CC12CCN(CC2)C2=NC(=CC=C2C(=O)NS(=O)(=O)C2=CC=NN2)C2=CC(=CC(=C2)OCC(C)C)F